4'-(4-pyridyl)-2,2':6',2''-terpyridine N1=CC=C(C=C1)C1=CC(=NC(=C1)C1=NC=CC=C1)C1=NC=CC=C1